[Na].CN(C)CC(=O)O dimethylaminoacetic acid sodium